ClC=1C=CC(=C(C1)C=1N=CN(C(C1)=O)[C@H]1CCC[C@H](C(NC=2C=NN(C2C=2C=CN=C1C2)C)=O)C)C2=CN=NC=C2 (9R,13S)-13-{4-[5-chloro-2-(pyridazin-4-yl)phenyl]-6-oxo-1,6-dihydropyrimidin-1-yl}-3,9-dimethyl-3,4,7,15-tetraazatricyclo[12.3.1.02,6]octadeca-1(18),2(6),4,14,16-pentaen-8-one